CN1N=C(C(=C1)C(=O)NC1=C2C(CC(C2=CC=C1)(C)C)C)C 1,3-dimethyl-N-(1,1,3-trimethyl-2,3-dihydro-1H-inden-4-yl)-pyrazole-4-carboxamide